N-[(15aS,16R,17S)-7-chloro-17-fluoro-1-oxo-2,3,15a,16,17,18-hexahydro-1H,15H-4,8-(azeno)-14,10-(metheno)pyrrolo[1,2-j][1,8,10]oxadiazacycloheptadecin-16-yl]ethanesulfonamide ClC1=C2OC=3C=CC=C(C[C@@H]4N(C(NCC(C=C1)=N2)=O)C[C@@H]([C@@H]4NS(=O)(=O)CC)F)C3